(S)-2-((4-(6-((4-(cyclopropanecarbonyl)-2-fluoro-6-methoxybenzyl)oxy)pyridin-2-yl)piperidin-1-yl)methyl)-1-(oxetan-2-ylmethyl)-1H-benzo[d]imidazole-6-carboxylate C1(CC1)C(=O)C1=CC(=C(COC2=CC=CC(=N2)C2CCN(CC2)CC2=NC3=C(N2C[C@H]2OCC2)C=C(C=C3)C(=O)[O-])C(=C1)OC)F